NC(C#N)C=1C=NN2C1N=CC=C2 2-amino-2-pyrazolo[1,5-a]pyrimidin-3-yl-acetonitrile